methyldi(3-methylphenyl)silane C[SiH](C1=CC(=CC=C1)C)C1=CC(=CC=C1)C